(1aR,5aR)-2-(5,6-Difluoro-pyridin-3-yl)-1a,2,5,5a-tetrahydro-1H-2,3-diaza-cyclopropa[a]pentalene-4-carboxylic acid (1-methyl-1-phenyl-ethyl)-amide CC(C)(C1=CC=CC=C1)NC(=O)C=1C=2C[C@@H]3[C@H](C2N(N1)C=1C=NC(=C(C1)F)F)C3